C(=O)(O)CN1CCN(CCN(CCN(CC1)CC1=CC=CC(=N1)C(=O)O)CC(=O)O)CC1=CC=CC(=N1)C(=O)O 6,6'-((4,10-bis(carboxymethyl)-1,4,7,10-tetraazacyclododecane-1,7-diyl)bis(methylene))dipicolinic acid